C(C)(C)C1=C(NC2=C1N=C(S2)C2CCC(CC2)=O)C=2C=C(C=1N(C2)N=CN1)OC 4-(6-isopropyl-5-(8-methoxy-[1,2,4]triazolo[1,5-a]pyridin-6-yl)-4H-pyrrolo[3,2-d]thiazol-2-yl)cyclohexan-1-one